C1(C=CC=C1)[Co] cyclopentadienyl-Cobalt(I)